(5S)-2-(4-Chloro-3-fluorobenzyl)-5-[(3,3-difluoropyrrolidin-1-yl)carbonyl]-5,6,7,8-tetrahydro[1,2,4]triazolo[4,3-a]pyridin-3(2H)-one ClC1=C(C=C(CN2N=C3N([C@@H](CCC3)C(=O)N3CC(CC3)(F)F)C2=O)C=C1)F